4-Chlorostyren ClC1=CC=C(C=C)C=C1